4-(4-propenoylpiperazin-1-yl)-8-(3-amino-6-chloro-2-cyanophenoxy)-2-(2-methyl-1,2,3,4-tetrahydroisoquinolin-5-yl)quinoline-3-carbonitrile C(C=C)(=O)N1CCN(CC1)C1=C(C(=NC2=C(C=CC=C12)OC1=C(C(=CC=C1Cl)N)C#N)C1=C2CCN(CC2=CC=C1)C)C#N